C(C1=CC=CC=C1)N1CCCN(CCN(CCC1)CC=1C(=C(C=C(C1)C)CNC(CO)O)O)CC=1C(=C(C=C(C1)C)CNC(CO)O)O 1,1'-{(8-benzyl-1,4,8-triazacycloundecane-1,4-diyl)bis[methylene(2-hydroxy-5-methyl-3,1-phenylene)methyleneazanediyl]}di(ethane-1,2-diol)